(2-methacryloyloxyethyl)trimethylammonium bromide [Br-].C(C(=C)C)(=O)OCC[N+](C)(C)C